N-(1-(azetidin-1-ylmethyl)cyclopropyl)-3-phenyloxetane-3-carboxamide N1(CCC1)CC1(CC1)NC(=O)C1(COC1)C1=CC=CC=C1